C(CCCCCCC)N(CCCCCCCC)C1=C([O-])C=CC=C1 dioctylaminophenoxide